C(C(C)(C)C)(=O)OCCC=1N(C2=CC=CC=C2C1)C1CCN(CC1)[C@@H]1CC[C@@H](CC1)C(C)C 2-(1-(1-(cis-4-isopropylcyclohexyl)piperidin-4-yl)-1H-indol-2-yl)ethyl pivalate